CC1=C(C=CC=C1OCCCN1CCC2(CCOCC2)CC1)C1=C(C(=CC=C1)C=1SC2=C(CN(CC2)C)N1)C 9-(3-((2,2'-dimethyl-3'-(5-methyl-4,5,6,7-tetrahydrothiazolo[4,5-c]pyridin-2-yl)-[1,1'-biphenyl]-3-yl)oxy)propyl)-3-oxa-9-azaspiro[5.5]undecane